C1(CC1)CC(C(=O)NC)N1N=NC(=C1C)C 3-cyclopropyl-2-(4,5-dimethyl-1H-1,2,3-triazol-1-yl)-N-methylpropanamide